(S)-3-(7,7-difluoro-3-((1-hydroxy-3-methyl-3-(methyl-d3)butan-2-yl-1,1,4,4,4-d5)carbamoyl)-4,5,6,7-tetrahydro-1H-indazol-1-yl)pyrazine 1-oxide FC1(CCCC=2C(=NN(C12)C=1C=[N+](C=CN1)[O-])C(N[C@H](C([2H])([2H])O)C(C([2H])([2H])[2H])(C([2H])([2H])[2H])C)=O)F